FC(OC1=C(COC=2C(=NN3C2N=CC2=CC=CC=C32)C)C=CC=C1)(F)F ((2-(trifluoromethoxy)benzyl)oxy)-2-methylpyrazolo[1,5-a]quinazoline